2-CHLOROTHIOPHENE-3-BORONIC ACID ClC=1SC=CC1B(O)O